IC1=CC2=C(N=CN=C2N2CC3CCC(C2)N3C(=O)OC(C)(C)C)N1S(=O)(=O)C1=CC=C(C)C=C1 tert-butyl 3-(6-iodo-7-tosyl-7H-pyrrolo[2,3-d]pyrimidin-4-yl)-3,8-diazabicyclo[3.2.1]octane-8-carboxylate